6-(propan-2-yl)-3,6-diazabicyclo[3.1.1]Heptane CC(C)N1C2CNCC1C2